4-(2-((2-(bis(4-methoxyphenyl)(phenyl)methoxy)ethyl)(4-((2,5-dimethoxy-4-((4-nitrophenyl)diazenyl)phenyl)diazenyl)-3-ethoxyphenyl)amino)ethoxy)-4-oxobutanoic acid COC1=CC=C(C=C1)C(OCCN(CCOC(CCC(=O)O)=O)C1=CC(=C(C=C1)N=NC1=C(C=C(C(=C1)OC)N=NC1=CC=C(C=C1)[N+](=O)[O-])OC)OCC)(C1=CC=CC=C1)C1=CC=C(C=C1)OC